NC=1C(=C(C2=CC=CC=C2C1)N)N triaminonaphthalene